[Pd](Cl)Cl.C1(=CC=CC=C1)P(C1=CC=CC=C1)[C-]1C=CC=C1.[C-]1(C=CC=C1)P(C1=CC=CC=C1)C1=CC=CC=C1.[Fe+2] r-bis(diphenylphosphino)ferrocene palladium(II) dichloride